C1(CC1)N1N=CC(=C1)[C@H]1O[C@H](CN(C1)C1=CC2=C(N=C(N(C2=O)C)C)C(=N1)C1=C(C=C(C=C1)F)F)C 6-((2r,6s)-2-(1-cyclopropyl-1H-pyrazol-4-yl)-6-methylmorpholino)-8-(2,4-difluorophenyl)-2,3-dimethylpyrido[3,4-d]pyrimidin-4(3H)-one